CN(C)CC=1N=C(NC1)C=1C=2N(C=CC1)C(=C(N2)C#CCNC2=C(C=C(C=C2)S(=O)(=O)C)OC)CC(F)(F)F N-(3-(8-(4-((dimethylamino)methyl)-1H-imidazol-2-yl)-3-(2,2,2-trifluoroethyl)imidazo[1,2-a]pyridin-2-yl)prop-2-yn-1-yl)-2-methoxy-4-(methylsulfonyl)aniline